C1(CCCC1)[S@@](=O)(=N)C=1C=C(C(=O)N2CC3(C4=CC(=CC=C24)NS(=O)(=O)C)CCC2(CC3)CC2)C=CC1 (S)-N-(1''-(3-(cyclopentanesulfonimidoyl)benzoyl)dispiro[cyclopropane-1,1'-cyclohexane-4',3''-indolin]-5''-yl)methanesulfonamide